9-(3-fluoro-2-nitrophenoxy)-2,3-dihydroimidazo[1,2-c]quinazoline FC=1C(=C(OC2=CC=3C=4N(C=NC3C=C2)CCN4)C=CC1)[N+](=O)[O-]